(E)-4-(3-(3-(((2-(4-fluorophenyl)cyclopropyl)amino)methyl)azetidin-1-yl)-3-oxoprop-1-en-1-yl)benzoic Acid FC1=CC=C(C=C1)C1C(C1)NCC1CN(C1)C(/C=C/C1=CC=C(C(=O)O)C=C1)=O